F[C@@]12[C@@H](N(CC1)C(=O)OCC1=CC=CC=C1)CN(C2)C(=O)OC(C)(C)C (cis)-1-benzyl 5-tert-butyl 3a-fluorohexahydropyrrolo[3,4-b]pyrrole-1,5-dicarboxylate